CC(CCN1CC2C(C2C1)NC=1N=NC(=CC1)C=1C(=NN(C1)C)C)(C)C trans-3-(3,3-dimethylbutyl)-N-[6-(1,3-dimethylpyrazol-4-yl)pyridazin-3-yl]-3-azabicyclo[3.1.0]hexane-6-amine